C(C)(=O)OC1=C(C=CC=C1)C(NC=1SC(=CN1)[N+](=O)[O-])=O 2-((5-nitrothiazol-2-yl)carbamoyl)phenyl acetate